C1(CC1)C1=CC(=NN1)NC1=NC(=NC=C1)N1C2CCC(C1)(C2)C2(CC2)O 1-(2-(4-((5-cyclopropyl-1H-pyrazol-3-yl)amino)pyrimidin-2-yl)-2-azabicyclo[2.2.1]heptan-4-yl)cyclopropan-1-ol